2-[[4-(1,8-diazaspiro[5.5]undecan-8-yl)-3-(2-methylpyrimidin-4-yl)pyrrolo[2,3-b]pyridin-1-yl]methoxy]ethyl-trimethyl-silane N1CCCCC12CN(CCC2)C2=C1C(=NC=C2)N(C=C1C1=NC(=NC=C1)C)COCC[Si](C)(C)C